N-(4-((5-fluoro-6-(methylsulfonyl)pyridin-2-yl)amino)-5-(1-methyl-1H-pyrazol-3-yl)pyridin-2-yl)acetamide FC=1C=CC(=NC1S(=O)(=O)C)NC1=CC(=NC=C1C1=NN(C=C1)C)NC(C)=O